CC1(C(C1)C(=O)[O-])C 2,2-dimethylcyclopropane-1-carboxylate